C(C)(=O)OCCOC1=CC=C(C=C1)SCN1N=CN(C1=O)C1=CC=C(C=C1)Br 2-(4-(((4-(4-bromophenyl)-5-oxo-4,5-dihydro-1H-1,2,4-triazol-1-yl)methyl)thio)phenoxy)ethyl acetate